Cl.C1(CC1)[C@@H]1OC2=C(CNC1)N=C(C=C2)O (2S)-2-cyclopropyl-2,3,4,5-tetrahydropyrido[2,3-f][1,4]oxazepin-7-ol hydrochloride